C1(CC1)N1N=CC(=C1)C=1C=CC=2N(C(C(=C(N2)NC2=C(C=C(C=C2)S(=O)(=O)N2CCN(CC2)C(=O)OC(C)(C)C)F)C)=O)C1 tert-Butyl 4-((4-((7-(1-cyclopropyl-1H-pyrazol-4-yl)-3-methyl-4-oxo-4H-pyrido[1,2-a]pyrimidin-2-yl)amino)-3-fluorophenyl)sulfonyl)piperazine-1-carboxylate